OCN1CN(CN(C1)CO)CO 1,3,5-tris(hydroxymethyl)-hexahydro-1,3,5-triazine